C1(=CC=CC2=CC=CC=C12)S(=O)(=O)NC1=C(C=CC=C1)C#CC=1C=CC=NC1 5-{2-[2-(Naphthalin-1-sulfonamido)phenyl]ethynyl}pyridin